4-(difluoromethoxy)-3-fluoro-N-[(4-methylpyridin-3-yl)methyl]benzamide FC(OC1=C(C=C(C(=O)NCC=2C=NC=CC2C)C=C1)F)F